tert-butyl N-[(2R,3S)-1-{4-[(tert-butoxycarbonyl)(thiophen-2-ylmethyl)amino]-2-chloro-7-methylpyrrolo[2,1-f][1,2,4]triazin-6-yl}-3-fluorobutan-2-yl]carbamate C(C)(C)(C)OC(=O)N(C1=NC(=NN2C1=CC(=C2C)C[C@H]([C@H](C)F)NC(OC(C)(C)C)=O)Cl)CC=2SC=CC2